C(C1=CC=CC=C1)SC1=NC=CC(=C1)OC(C)C 2-(benzylthio)-4-isopropoxypyridine